NS(=NC(CC1=C(C(=C(C=C1C(C)C)COC)F)C(C)C)=O)(=O)C1=CN=C(S1)C(C)(C)O N-(amino(2-(2-hydroxypropan-2-yl)thiazol-5-yl)(oxo)-λ6-sulfaneylidene)-2-(3-fluoro-2,6-diisopropyl-4-(methoxymethyl)phenyl)acetamide